OC[C@@H](CC)NS(=O)(=O)C1=C(C=CC=C1)[N+](=O)[O-] (R)-N-(1-hydroxybut-2-yl)-2-nitrobenzenesulfonamide